CC=1SC=2CN(C=3C(=CC=CC3C2N1)NC1=CC(=NC=C1C(CC([2H])([2H])[2H])=O)NC(=O)C1CC1)C N-(4-((2,5-dimethyl-4,5-dihydrothiazolo[5,4-c]quinolin-6-yl)amino)-5-(propanoyl-3,3,3-d3)pyridin-2-yl)cyclopropanecarboxamide